methyl 2-[2-(2-aminoethoxy)ethoxy]acetate HCl salt Cl.NCCOCCOCC(=O)OC